aminomaleonitrile N/C(/C#N)=C/C#N